C(C1=CC=CC=C1)[C@](C(=O)Cl)(CC(C)C)C (R)-2-benzyl-2,4-dimethyl-valeryl chloride